OCC1=CC=C(OCC(=O)N2C[C@H](C3(CC3)CC2)OC2=C(C=CC=C2)C(F)(F)F)C=C1 (S)-2-(4-hydroxymethylphenoxy)-1-(4-(2-trifluoromethylphenoxy)-6-azaspiro[2.5]octan-6-yl)ethan-1-one